NCC1=NNC(C2=CC=C(C=C12)C=1C=NN(C1C1=C(C2=CC=CC=C2C=C1Cl)C#N)C)=O (P)-2-(4-(4-(aminomethyl)-1-oxo-1,2-dihydrophthalazin-6-yl)-1-methyl-1H-pyrazol-5-yl)-3-chloro-1-naphthonitrile